BrC=1C=CC=C2C(CCNC12)=O 8-bromo-2,3-dihydroquinolin-4(1H)-one